P(=O)(OC[C@H]1O[C@H]([C@@H]([C@@H]1OP(=O)(O)OCCCC)OC)N1C(N=C(C=C1)N)=O)(OCCCC)O ((2R,3R,4R,5R)-5-(4-amino-2-oxopyrimidin-1(2H)-yl)-3-((butoxy(hydroxy)phosphoryl)oxy)-4-methoxytetrahydrofuran-2-yl)methyl butyl hydrogen phosphate